3-ethyl-6-fluoropyrazolo[1,5-a]quinoxalin-4(5H)-one C(C)C=1C=NN2C1C(NC1=C(C=CC=C21)F)=O